N1=C(C=CC2=CC=CC=C12)C=1C=C(N)C=CC1 3-(quinolin-2-yl)aniline